CC1(OB(OC1(C)C)[C@@H]1[C@H](C1)C1=C(C(=C(C=C1)F)F)F)C 4,4,5,5-tetramethyl-2-((1S,2S)-2-(2,3,4-trifluorophenyl)cyclopropyl)-1,3,2-dioxaborolane